2-amino-4-(2-fluorophenyl)pyrimidine-5-carboxylic acid NC1=NC=C(C(=N1)C1=C(C=CC=C1)F)C(=O)O